COC(=O)[C@H]1N(C[C@@H](C1)O)C(=O)OC(C)(C)C (2S,4R)-4-hydroxypyrrolidine-1,2-dicarboxylic acid 1-tert-butyl ester 2-methyl ester